(5R)-1,7-dioxa-3,10-diazaspiro[4.6]undecan-2-one hydrochloride Cl.O1C(NC[C@]12COCCNC2)=O